[2-(4-cyclopropyl-6-methoxy-pyrimidin-5-yl)-5H-pyrrolo[3,2-d]pyrimidin-7-yl]-[4-[1-methyl-4-(trifluoromethyl)imidazol-2-yl]phenyl]methanol C1(CC1)C1=NC=NC(=C1C=1N=CC2=C(N1)C(=CN2)C(O)C2=CC=C(C=C2)C=2N(C=C(N2)C(F)(F)F)C)OC